(1S,3S,4S)-2-(7-chloro-4-fluoro-1H-indole-2-carbonyl)-N-[(1R)-1-cyano-2-[(3R)-2-oxo-3-piperidyl]ethyl]-5,5-difluoro-2-azabicyclo[2.2.2]octane-3-carboxamide ClC=1C=CC(=C2C=C(NC12)C(=O)N1[C@@H]2CC([C@H]([C@H]1C(=O)N[C@H](C[C@@H]1C(NCCC1)=O)C#N)CC2)(F)F)F